ClC1=C(C(=C2N1C=CN=C2O[C@@H](C(=O)OCC)CC2=C(C=CC(=C2)O)OCC2=NC(=NC=C2)C2=C(C=CC=C2)OC)I)C2=CC=C(C=C2)F (R)-ethyl 2-((6-chloro-7-(4-fluorophenyl)-8-iodopyrrolo[1,2-a]pyrazin-1-yl)oxy)-3-(5-hydroxy-2-((2-(2-methoxyphenyl)pyrimidin-4-yl)methoxy)phenyl)propanoate